3-(7-Methyl-1H-indazol-5-yl)-2-{[4-(2-oxo-1,4-dihydro-2H-quinazolin-3-yl)-piperidine-1-carbonyl]-amino}-propionic acid 1-diethylamino-1-methyl-ethyl ester C(C)N(C(C)(C)OC(C(CC=1C=C2C=NNC2=C(C1)C)NC(=O)N1CCC(CC1)N1C(NC2=CC=CC=C2C1)=O)=O)CC